C(C)(C)(C)OC(=O)N1C[C@@H](CC1)CN1CC2(C1)CCC(CC2)CNS(=O)(=O)CC (S)-3-((7-(ethanesulfonamidomethyl)-2-azaspiro[3.5]nonan-2-yl)methyl)pyrrolidine-1-carboxylic acid tert-butyl ester